4-[5-(2-aminoethyl)pyrimidin-2-yl]-3-[5-(diethylamino)-2-methylpyrazole-3-carbonyl]benzonitrile NCCC=1C=NC(=NC1)C1=C(C=C(C#N)C=C1)C(=O)C=1N(N=C(C1)N(CC)CC)C